(2S,3S)-1-[3-cyano-6-methyl-4-(trifluoromethyl)-2-pyridyl]-N-(5-fluoro-2-pyridyl)-3-hydroxy-pyrrolidine-2-carboxamide C(#N)C=1C(=NC(=CC1C(F)(F)F)C)N1[C@@H]([C@H](CC1)O)C(=O)NC1=NC=C(C=C1)F